N-(2,2-dimethyl-6-(2-(2,2,2-trifluoroethyl)-2,7-diazaspiro[3.5]nonan-7-yl)-2,3-dihydrobenzofuran-5-yl)pyrazolo[1,5-a]pyrimidine-3-carboxamide CC1(OC2=C(C1)C=C(C(=C2)N2CCC1(CN(C1)CC(F)(F)F)CC2)NC(=O)C=2C=NN1C2N=CC=C1)C